ClC=1C=CC(=C(C1)C1=C2C(=NC(=C1)C)C(=CS2)C(=O)[O-])OCCN2C(=NC=1CCC(CC1C2=O)N(C)C)C 7-[5-chloranyl-2-[2-[6-[di(methyl)amino]-2-methyl-4-oxidanylidene-5,6,7,8-tetrahydroquinazolin-3-yl]ethoxy]phenyl]-5-methyl-thieno[3,2-b]pyridine-3-carboxylate